methyl (Z)-3-((3,3-dibutyl-7-(ethylthio)-1,1-dioxido-5-phenyl-2,3,4,5-tetrahydro-1,5-benzothiazepin-8-yl)oxy)-2-fluoroacrylate C(CCC)C1(CS(C2=C(N(C1)C1=CC=CC=C1)C=C(C(=C2)O\C=C(\C(=O)OC)/F)SCC)(=O)=O)CCCC